1,1-(azodicarbonyl)-dipiperidine C1CCN(CC1)C(=O)N=NC(=O)N2CCCCC2